CC1=NN(C2=NC(=NC=C21)NC=2C(=CC=1N(C2)N=CN1)C)C1CC(C1)C 3-methyl-N-(7-methyl-[1,2,4]triazolo[1,5-a]pyridin-6-yl)-1-((1r,3r)-3-methylcyclobutyl)-1H-pyrazolo[3,4-d]pyrimidin-6-amine